O=C1/C(/N=C(N1)NC1=CC=CC=C1)=C/C=1C=CC(NC1)=O (Z)-5-((5-oxo-2-(phenylamino)-1,5-dihydro-4H-imidazol-4-ylidene)methyl)pyridin-2(1H)-one